FC1=C(C=C(C=C1)F)C#CC=1C=C2CCC(C2=CC1)N1CC(C1)C(=O)OC methyl 1-(5-((2,5-difluorophenyl)ethynyl)-2,3-dihydro-1H-inden-1-yl)azetidine-3-carboxylate